Cl.C1(C2(CN3C=CC=C13)CCNCC2)=O 1'H,3'H-spiro[piperidin-4,2'-pyrrolizine]-1'-one hydrochloride